BrC1=CC(=C(C=C1)C(C)NCC)F 1-(4-bromo-2-fluorophenyl)-N-ethylethan-1-amine